CN1C(C(C(C2=CC=CC=C12)C1=CC=CC=C1)C1CCCCC1)=O 1-methyl-3-cyclohexyl-4-phenyl-3,4-dihydroquinolin-2(1H)-one